O=C1NC(CCC1N1C(C2=CC=C(C=C2C1)C(=O)NC1CC2(C1)CC(C2)(O)C2=CC=C(C=C2)F)=O)=O 2-(2,6-dioxopiperidin-3-yl)-N-(6-(4-fluorophenyl)-6-hydroxyspiro[3.3]heptan-2-yl)-1-oxoisoindoline-5-carboxamide